ClC1=CC(=C(OCC(=O)OC)C=C1NC(N[C@@H](C)C=1N(N=CN1)C1=NC=CC=N1)=O)C methyl 2-[4-chloro-2-methyl-5-[[(1S)-1-(2-pyrimidin-2-yl-1,2,4-triazol-3-yl)ethyl]carbamoylamino]phenoxy]-acetate